(S)-1-(3-(8-amino-1-((3,5-difluoro-2,6-dimethoxypyridin-4-yl)ethynyl)-5-methoxyimidazo[1,5-a]pyrazin-3-yl)pyrrolidin-1-yl)prop-2-en-1-one NC=1C=2N(C(=CN1)OC)C(=NC2C#CC2=C(C(=NC(=C2F)OC)OC)F)[C@@H]2CN(CC2)C(C=C)=O